C1(CC1)[C@@H]1[C@@H](C1)C(=O)NC1=CC(=C(C=C1)C)C=1N=NC=CC1 cis-2-cyclopropyl-N-(4-methyl-3-pyridazin-3-ylphenyl)cyclopropane-1-carboxamide